C(C)(C)(C)N1N=C(C=C1N)[C@@H]1C[C@@H](CC1)OC1=NC=CC=N1 1-(tert-butyl)-3-((1S,3R)-3-(pyrimidin-2-yloxy)cyclopentyl)-1H-pyrazol-5-amine